CC(CCS(=O)(=O)CC)(C)C ethyl 3,3-dimethylbutyl sulfone